5-(2-acetyl-5-chlorophenyl)-6-(oxetan-3-yloxy)pyridazin-3(2H)-one C(C)(=O)C1=C(C=C(C=C1)Cl)C1=CC(NN=C1OC1COC1)=O